Cl.C1=CC=CC=2C3=CC=CC=C3C(C12)CN(C(O)=O)CCN 9H-Fluoren-9-ylmethyl-(2-aminoethyl)carbamat hydrochlorid